5-ammoniopentanoic acid [NH3+]CCCCC(=O)O